C(C)(C)(C)N(C(O)=O)[C@H](C(=O)NC1CSSCC1)CCCCN.CC(C)[Si](OC)(OC)OC beta-propyl-trimethoxysilane tert-butyl-((2S)-1-((1,2-dithian-4-yl)amino)-6-amino-1-oxohexan-2-yl)carbamate